C(C1=CC=CC=C1)(=O)O[C@H]1[C@@H](N(C1)C=1N=C(C2=C(N1)C(CC2)(F)F)Cl)C [(2S,3R)-1-(4-chloro-7,7-difluoro-5,6-dihydrocyclopenta[d]pyrimidin-2-yl)-2-methyl-azetidin-3-yl] benzoate